3-(6-(methyl-(2,2,6,6-tetramethylpiperidin-4-yl)amino)pyridazin-3-yl)-7-(piperidin-1-ylmethyl)naphthalen-2-ol CN(C1=CC=C(N=N1)C=1C(=CC2=CC(=CC=C2C1)CN1CCCCC1)O)C1CC(NC(C1)(C)C)(C)C